C(C1=CC=CC=C1)SC=1C=C(C=2N(C1)C(=NC2)C=2SC(=NN2)C(F)F)OC2CCOCC2 2-(6-(benzylthio)-8-((tetrahydro-2H-pyran-4-yl)oxy)imidazo[1,5-a]pyridin-3-yl)-5-(difluoromethyl)-1,3,4-thiadiazole